P(=O)([O-])([O-])[O-].[Na+].ClC1=CC=C(C=C1)C#CC1=C(N)C=CC=C1.[Na+].[Na+] 2-((4-chlorophenyl)ethynyl)aniline natrium phosphat